2,4-Dimethylglutaronitril CC(C#N)CC(C#N)C